4-(tetramethyl-1,3,2-dioxaborolan-2-yl)-1,2,3,6-tetrahydropyridin-1-carboxylic acid tert-butyl ester C(C)(C)(C)OC(=O)N1CCC(=CC1)B1OC(C(O1)(C)C)(C)C